C12(C(CCCC1)O2)CC21C(CC(CC2)C(=O)O)O1.ClC1=C(C(=CC=C1)F)NC(C1=C(C=C(C(=C1)F)NC(=O)N(CCOC)CC)O[C@H](C(F)(F)F)C)=O (S)-N-(2-chloro-6-fluorophenyl)-4-(3-ethyl-3-(2-methoxyethyl)ureido)-5-fluoro-2-((1,1,1-trifluoropropan-2-yl)oxy)benzamide 4-Epoxycyclohexylmethyl-3,4-epoxycyclohexanecarboxylate